3,5-dimethyl-1-(2-nitro-4-(trifluoromethyl)phenyl)piperidine CC1CN(CC(C1)C)C1=C(C=C(C=C1)C(F)(F)F)[N+](=O)[O-]